(2-fluoropyridin-4-yl)methyl methanesulfonate CS(=O)(=O)OCC1=CC(=NC=C1)F